tert-butyl (3-(2-(3-(2-bromo-6-methoxypyridin-3-yl)-4-oxo-6-(trifluoromethyl)-3,4-dihydroquinazolin-1(2H)-yl)-5-fluorophenyl)propyl)carbamate BrC1=NC(=CC=C1N1CN(C2=CC=C(C=C2C1=O)C(F)(F)F)C1=C(C=C(C=C1)F)CCCNC(OC(C)(C)C)=O)OC